hafnium (IV) trihydroxide monomethoxide C[O-].[OH-].[OH-].[OH-].[Hf+4]